2-benzyl-2-chloro-3-hydroxy-3-(3-trifluoromethyl-phenyl)propionic acid C(C1=CC=CC=C1)C(C(=O)O)(C(C1=CC(=CC=C1)C(F)(F)F)O)Cl